1,5-anhydro-2,4-dideoxy-2-(4-fluoro-5-methoxy-6-(4-methoxybenzyl)-1-oxo-1,3-dihydro-2H-isoindol-2-yl)-L-threo-pentitol FC1=C2CN(C(C2=CC(=C1OC)CC1=CC=C(C=C1)OC)=O)[C@H]1COCC[C@@H]1O